N-[4-(methanesulfonylmethyl)phenyl]-7-(7-methyl-1-{[2-(trimethylsilyl)ethoxy]methyl}-1H-imidazo[4,5-b]pyridin-6-yl)-5H,6H,7H,8H-pyrido[3,4-d]pyrimidin-2-amine CS(=O)(=O)CC1=CC=C(C=C1)NC=1N=CC2=C(N1)CN(CC2)C=2C(=C1C(=NC2)N=CN1COCC[Si](C)(C)C)C